C(#N)C(CC(C(=O)NCO)CC(CC)(C)C(OO)C1=CC=C(C=C1)C(\C=C\C1=CC=C(C=C1)N(C)C)=O)C 2-(2-Cyanopropyl)-4-[[4-[(E)-3-[4-(dimethylamino)phenyl]prop-2-enoyl]phenyl]-hydroperoxymethyl]-N-(hydroxymethyl)-4-methylhexanamide